S(N)(=O)(=O)C(=O)O sulfamoyl-carboxylic acid